6-(2-aminoethyl)amino-2,4-bis(tribenzoyloxysilyl)propylamino-1,3,5-triazine NCCNC1=NC(=NC(=N1)NCC(C)[Si](OC(C1=CC=CC=C1)=O)(OC(C1=CC=CC=C1)=O)OC(C1=CC=CC=C1)=O)[Si](OC(C1=CC=CC=C1)=O)(OC(C1=CC=CC=C1)=O)OC(C1=CC=CC=C1)=O